dithienyl-(dithiane) S1C(=CC=C1)C1(SSCCC1)C=1SC=CC1